3-[4-amino-5-chloro-2-(2-trimethylsilylethoxymethyl)pyrazol-3-yl]-5-morpholino-pyridin-2-amine NC1=C(N(N=C1Cl)COCC[Si](C)(C)C)C=1C(=NC=C(C1)N1CCOCC1)N